C1(C=CC(N1C1=CC=C(C=C1)N1C(C=CC1=O)=O)=O)=O N-(4-maleimidophenyl)maleimide